2,4-diphenyl-6-(2,5,6-trifluoropyridin-3-yl)-1,3,5-triazine C1(=CC=CC=C1)C1=NC(=NC(=N1)C1=CC=CC=C1)C=1C(=NC(=C(C1)F)F)F